NCCCOC=1C=C2C(=NN(C2=CC1)C1OCCCC1)C=1C=C(C(=C(C1)C(C)O)C)F 1-[5-[5-(3-aminopropoxy)-1-tetrahydropyran-2-yl-indazol-3-yl]-3-fluoro-2-methyl-phenyl]ethanol